2-Methyl-oxazole-5-carboxylic acid [4-methoxy-7-(1-methyl-1H-pyrazol-4-yl)-thiazolo[4,5-c]pyridin-2-yl]-amide COC1=NC=C(C2=C1N=C(S2)NC(=O)C2=CN=C(O2)C)C=2C=NN(C2)C